FC1=C(C=C(C(=O)O)C=C1)C=1C=NC(=C(C1)C(N[C@@H]1C2CCC([C@@H]1C(NC1=CC(=C(C=C1)F)C(F)(F)F)=O)C2=C(C)C)=O)OC 4-Fluoro-3-(5-{[(2R,3S)-3-{[4-fluoro-3-(trifluoromethyl)phenyl]carbamoyl}-7-(prop-2-ylidene)bicyclo[2.2.1]hept-2-yl]carbamoyl}-6-methoxypyridin-3-yl)benzoic acid